CC1([W]CCC1)C dimethyltungstacyclopentane